S1C(=CC=C1)C1=NNC(O1)=O 5-(2-thienyl)-3H-1,3,4-oxadiazol-2-one